Tricyanomethane C(#N)C(C#N)C#N